ClCC1=CC(=NC=C1)NC1C(NC(CC1)=O)=O 3-((4-(Chloromethyl)pyridin-2-yl)amino)piperidine-2,6-dione